CC1=C(OC[C@H]2NC(=NOC2)C2=C(N=NC(=C2)C)OC2=CC(=CC=C2)C(F)(F)F)C=CC(=C1)C |r| rac-5-[(2,4-dimethylphenoxy)methyl]-3-[6-methyl-3-[3-(trifluoromethyl)phenoxy]pyridazin-4-yl]-5,6-dihydro-4H-1,2,4-oxadiazine